2-(2-Chloro-1,3-oxazol-5-yl)-6-(difluoromethoxy)pyridineBenzamide ClC=1OC(=CN1)C1(NC(=CC=C1)OC(F)F)C1=CC=CC=C1C(=O)N